3-methyl-3-phenoxybutanal CC(CC=O)(C)OC1=CC=CC=C1